Methyl (2S)-2-amino-3-(tert-butoxycarbonylamino)propanoate Methyl-(S)-2-((((9H-fluoren-9-yl)methoxy)carbonyl)amino)-3-((tert-butoxycarbonyl)amino)propanoate COC([C@H](CNC(=O)OC(C)(C)C)NC(=O)OCC1C2=CC=CC=C2C=2C=CC=CC12)=O.N[C@H](C(=O)OC)CNC(=O)OC(C)(C)C